8-((4-((4-fluorophenyl)((tetrahydro-2H-pyran-3-yl)methyl)amino)cyclohexyl)(methyl)amino)-5-methyl-6-oxo-5,6-dihydro-1,5-naphthyridine-2,7-dicarbonitrile FC1=CC=C(C=C1)N(C1CCC(CC1)N(C1=C(C(N(C=2C=CC(=NC12)C#N)C)=O)C#N)C)CC1COCCC1